(3R,5S)-4,4-difluoro-5-methyl-piperidin-3-ol FC1([C@@H](CNC[C@@H]1C)O)F